tert-butyl (2-(cyclobutylamino)ethyl)(methyl)carbamate C1(CCC1)NCCN(C(OC(C)(C)C)=O)C